FC(N1N=C2C=NC(=CC2=C1)NC(=O)N1C2CCC1CC=1C(=NC=CC12)F)F (±)-N-(2-(difluoromethyl)-2H-pyrazolo[3,4-c]pyridin-5-yl)-1-fluoro-6,7,8,9-tetrahydro-5H-5,8-epiminocyclohepta[c]pyridine-10-carboxamide